ClC=1C=C(C=CC1OCC1=CC=C(C=C1)F)NC1=NC=NC2=CC(=C(C=C12)O)OC 4-((3-chloro-4-((4-fluorobenzyl)oxy)phenyl)amino)-7-methoxyquinazolin-6-ol